silver 2,4-pentanedione CC(CC(C)=O)=O.[Ag]